2-{[1-oxo-4-(3-phenyl-1H-indazol-5-yl)-2,3-dihydro-1H-isoindol-2-yl]methyl}prop-2-enamide O=C1N(CC2=C(C=CC=C12)C=1C=C2C(=NNC2=CC1)C1=CC=CC=C1)CC(C(=O)N)=C